7-methoxy-2-(quinolin-5-ylmethyl)pyrazolo[1,5-c]quinazolin-5-amine COC1=CC=CC=2C=3N(C(=NC12)N)N=C(C3)CC3=C1C=CC=NC1=CC=C3